(2-(((2R,3S,4R,5R)-5-(6-chloro-4-(cyclobutylamino)-1H-pyrazolo[3,4-d]pyrimidin-1-yl)-3,4-dihydroxytetrahydrofuran-2-yl)methoxy)-1-methoxypropan-2-yl)phosphonic acid ClC1=NC(=C2C(=N1)N(N=C2)[C@H]2[C@@H]([C@@H]([C@H](O2)COC(COC)(C)P(O)(O)=O)O)O)NC2CCC2